oxaCyclobutan O1CCC1